(E)-ethyl 4-oxo-4-((2-(p-tolyl)pyridine-4-yl)amino)but-2-enoate O=C(/C=C/C(=O)OCC)NC1=CC(=NC=C1)C1=CC=C(C=C1)C